CP(C1=C(SC=C1P(C)C)C1=CC=CC=C1)C 3,4-bis(dimethylphosphino)-2-phenylthiophene